C(C)C1(C(C2=CC=C(C=C2C1)C1=CC=C(C=C1)F)NC(O[C@@H]1CN2CCC1CC2)=O)CC (S)-quinuclidin-3-yl (2,2-diethyl-5-(4-fluorophenyl)-2,3-dihydro-1H-inden-1-yl)carbamate